6-{[(2-bromo-6-chlorophenyl)carbonyl]amino}-N-(3-chloro-2-methylphenyl)-2-(dimethylamino)-1H-benzimidazole-4-carboxamide BrC1=C(C(=CC=C1)Cl)C(=O)NC=1C=C(C2=C(NC(=N2)N(C)C)C1)C(=O)NC1=C(C(=CC=C1)Cl)C